C1(CCC1)OC1=CC=C2C(NN=C(C2=C1)CC=1C=CC(=C(C(=O)N2CCN(CC(C2)(F)F)C2=NC=C(C#N)C=C2)C1)F)=O 6-(4-(5-((7-Cyclobutoxy-4-oxo-3,4-dihydrophthalazin-1-yl)methyl)-2-fluorobenzoyl)-6,6-difluoro-1,4-diazepan-1-yl)nicotinonitrile